difluorobutyne FC(C#C)(C)F